C[C@]12CC(C[C@](CC1)(N2)C)N(C2=CC=C(N=N2)C2=C(C=C(C=C2)N2C=NC(=C2)F)O)C 2-(6-(((1R,3S,5S)-1,5-dimethyl-8-azabicyclo[3.2.1]octan-3-yl)(methyl)amino)pyridazin-3-yl)-5-(4-fluoro-1H-imidazol-1-yl)phenol